BrC1=C(C=CC(=C1C(F)(F)F)OC1=CC=CC=C1)[N+](=O)[O-] 2-bromo-1-nitro-4-phenoxy-3-(trifluoromethyl)benzene